5-(ethylsulfonyl)-N-methyl-6-(2-(trifluoromethyl)pyrazolo[1,5-a]pyrimidin-5-yl)picolinamide C(C)S(=O)(=O)C=1C=CC(=NC1C1=NC=2N(C=C1)N=C(C2)C(F)(F)F)C(=O)NC